C1(=CC=C(C=C1)CNC(C1=CC=C(C=C1)C=C)=O)CNC(C1=CC=C(C=C1)C=C)=O N,N'-(1,4-phenylenebis(methylene))bis(4-vinylbenzamide)